CC1(C2C(CC1CC2)=O)C 7,7-dimethylbicyclo[2.2.1]heptane-2-one